CC=1C(=NC=CC1)C=1SC=2C=NC(=CC2N1)NC1=NC=2CNCCC2C=C1 N-[2-(3-methylpyridin-2-yl)-[1,3]thiazolo[5,4-c]pyridin-6-yl]-5,6,7,8-tetrahydro-1,7-naphthyridin-2-amine